1-(2-amino-2-oxoethyl)piperidin NC(CN1CCCCC1)=O